(8'-bromo-4'H-spiro[cyclopropane-1,5'-naphtho[2,1-d]isoxazol]-3'-yl)-2-methoxybenzenesulfonamide BrC1=CC=C2C3(CC=4C(=NOC4C2=C1)C=1C(=C(C=CC1)S(=O)(=O)N)OC)CC3